FC1(CC(C1)COC1C(C(C2=C(C=CC=C12)SC(F)(F)F)=O)(F)F)F ((3,3-Difluorocyclobutyl)methoxy)-2,2-difluoro-7-(trifluoromethylsulfanyl)-2,3-dihydro-1H-inden-1-one